FC([C@H]1N(C(SC1)=O)C=1N=C2N(CCOC3=C2C=CC(=C3F)I)C1)F (R)-4-(difluoromethyl)-3-(8-fluoro-9-iodo-5,6-dihydrobenzo[f]imidazo[1,2-d][1,4]oxazepin-2-yl)thiazolidin-2-one